C(CC)N1C2=CC=CC=C2SC=2C=CC=CC12 N-propyl-phenothiazine